tert-butyl (3S)-3-(4-{[(1R,3S)-3-{[6-chloro-2-(trifluoromethyl)quinolin-4-yl]amino}cyclohexyl]carbamoyl}-1H-pyrazol-1-yl)piperidine-1-carboxylate ClC=1C=C2C(=CC(=NC2=CC1)C(F)(F)F)N[C@@H]1C[C@@H](CCC1)NC(=O)C=1C=NN(C1)[C@@H]1CN(CCC1)C(=O)OC(C)(C)C